C(C)(C)(C)OC(=O)N1CC(C1)=CC1=C(C=C(C=C1)Br)C(F)(F)F 3-[[4-bromo-2-(trifluoromethyl)phenyl]methylene]azetidine-1-carboxylic acid tert-butyl ester